BrC=1C=CC2=C(N=C(S2)[C@H]2CN([C@H](C2)C)C)C1 |r| rac-5-bromo-2-((3R,5S)-1,5-dimethylpyrrolidin-3-yl)benzo[d]thiazole